4-(cyclohex-1-en-1-yl)-N-(4-(methylsulfonyl)phenyl)pyrido[3,4-d]pyrimidin-6-amine C1(=CCCCC1)C=1C2=C(N=CN1)C=NC(=C2)NC2=CC=C(C=C2)S(=O)(=O)C